C1(CC1)[C@@H](CO)N1N(C(CC=C1C1=CC=C(C=C1)CC(F)(F)F)=O)C=1C=NSC1 N-[(1S)-1-Cyclopropyl-2-hydroxyethyl]-3-oxo-2-(1,2-thiazol-4-yl)-6-[4-(trifluoroethyl)phenyl]-2,3-dihydropyridazine